3-(7-Methoxy-6-((6-(oxetan-3-yl)-5,6,7,8-tetrahydro-1,6-naphthyridin-2-yl)methoxy)[1,2,4]triazolo[4,3-b]pyridazin-3-yl)-5-methylisoxazole COC1=CC=2N(N=C1OCC1=NC=3CCN(CC3C=C1)C1COC1)C(=NN2)C2=NOC(=C2)C